2-[2-(4-ethynylcyclohexyl)ethoxy]tetrahydropyran C(#C)C1CCC(CC1)CCOC1OCCCC1